2-(chloromethyl)-4-iodo-1-methylbenzene ClCC1=C(C=CC(=C1)I)C